1-(3-{2-[1,4-dioxan-2-yl]ethoxy}pyridin-4-yl)methylamine O1C(COCC1)CCOC=1C=NC=CC1CN